aluminum butoxybisethylacetoacetate C(CCC)OC(C(CC(=O)[O-])=O)(CC)CC.[Al+3].C(CCC)OC(C(CC(=O)[O-])=O)(CC)CC.C(CCC)OC(C(CC(=O)[O-])=O)(CC)CC